BrC=1C=C(C(=NC1)NC(=O)C=1C(=NOC1C)C1=CC=CC=C1)OC N-(5-bromo-3-methoxy-2-pyridyl)-5-methyl-3-phenyl-isoxazole-4-carboxamide